ClC1=C(C=CC(=C1)Cl)C=1N(C(=CC1C#N)C=1C=NNC1)COCC[Si](C)(C)C 2-(2,4-dichlorophenyl)-5-(1H-pyrazol-4-yl)-1-{[2-(trimethylsilyl)ethoxy]methyl}-1H-pyrrole-3-carbonitrile